FC(C1=CC2=C(C=N1)C1(CN2)C2(NC(C1)C(=O)N)CCCCC2)(F)F 6''-(trifluoromethyl)-1'',2''-dihydrodispiro[cyclohexane-1,2'-pyrrolidine-3',3''-pyrrolo[3,2-c]pyridine]-5'-carboxamide